C(C)(=O)NC1=C(C(=O)NC=2SC(=CN2)[N+](=O)[O-])C=CC=C1NC(CCC)=O 2-Acetamido-3-butyramido-N-(5-nitrothiazol-2-yl)benzamide